diallyl-dimethyl-ammonium chloride carbon [C].[Cl-].C(C=C)[N+](C)(C)CC=C